ClC1=C(C=CC=C1C1=C(C(=NC=C1)C1=CC(=C(C=C1)CNCC(F)F)OC)Cl)C1=CC=C(C(=N1)OC)CNCC(F)F N-((6-(2-chloro-3-(3-chloro-2-(4-(((2,2-difluoroethyl)amino)methyl)-3-methoxyphenyl)pyridin-4-yl)phenyl)-2-methoxypyridin-3-yl)methyl)-2,2-difluoroethan-1-amine